C(C)(C)(C)OC(NC(C(C1=CC=C(C=C1)C)=O)C)=O tert-Butyl(1-oxo-1-(p-tolyl)propan-2-yl)carbamate